ClC=1C(=CC=C2[C@@](C(NC12)=O)(C1CCCCC1)C1=CC=C(C=C1)B(O)O)C (R)-(4-(7-chloro-3-cyclohexyl-6-methyl-2-oxoindolin-3-yl)phenyl)boronic acid